CN(C)[C@H](C)C1=CC=CC=C1 (R)-N,N-dimethyl-1-phenyl-1-ethylamine